C1(CC1)CCOC1CN2C(C=CC3=C(C=C(C1=C23)OCOC)F)=O (2-cyclopropylethoxy)-7-fluoro-9-(methoxymethoxy)-1,2-dihydro-4H-pyrrolo[3,2,1-ij]quinolin-4-one